2-hydroxy-1-{4-[4-(2-hydroxy-2-methylpropionyl)benzyl]phenyl}-2-methylpropane-1-on OC(C(=O)C1=CC=C(C=C1)CC1=CC=C(C=C1)C(C(C)(C)O)=O)(C)C